NCCNCCCCCCNCCN N,N'-bis(2-aminoethyl)hexane-1,6-diamine